tert-butyl 3-fluoro-3-((-)-2-((S)-1-(4-fluorophenyl)-3,4-dihydroisoquinolin-2(1H)-yl)-4,5-dihydrooxazol-4-yl)azetidine-1-carboxylate FC1(CN(C1)C(=O)OC(C)(C)C)C1N=C(OC1)N1[C@H](C2=CC=CC=C2CC1)C1=CC=C(C=C1)F